3-Methyl-2-(6-{[(5-methyl-1,3-thiazol-2-yl)amino]methyl}pyridazin-3-yl)-5-(trifluoromethyl)phenol CC=1C(=C(C=C(C1)C(F)(F)F)O)C=1N=NC(=CC1)CNC=1SC(=CN1)C